(3-(1-(3,5-dibromobenzyl)-1H-1,2,3-triazole-4-yl)phenyl)-7-methoxy-6-(3-morpholinopropoxy)quinazoline-4-amine BrC=1C=C(CN2N=NC(=C2)C=2C=C(C=CC2)C2=NC3=CC(=C(C=C3C(=N2)N)OCCCN2CCOCC2)OC)C=C(C1)Br